FC(C1=CC=2NC3=CC(=CC=C3C2C=C1)C(F)(F)F)(F)F 2,7-bis(trifluoromethyl)-9H-carbazole